Di(t-butyl)tellurium C(C)(C)(C)[Te]C(C)(C)C